C(C)C(N)(C(=O)O)CC α,α-diethyl-glycine